C1(CC1)CN1C(N(C([C@@H]1C)=O)C1=CC(=C(C=C1)OC1=C(C=C(C=C1)F)F)C=1C2=C(C(N(C1)C)=O)N(C=C2)S(=O)(=O)C2=CC=C(C)C=C2)=O (S)-1-(cyclopropylmethyl)-3-(4-(2,4-difluorophenoxy)-3-(6-methyl-7-oxo-1-tosyl-6,7-dihydro-1H-pyrrolo[2,3-c]pyridin-4-yl)phenyl)-5-methylimidazolidine-2,4-dione